COC1=CC=CC(=N1)N1N=NC(=C1)C1=CC=C(C=C1)N1C(NC(CC1)=O)=O 1-(4-(1-(6-methoxypyridin-2-yl)-1H-1,2,3-triazol-4-yl)phenyl)dihydropyrimidine-2,4(1H,3H)-dione